C(C)(C)(C)OC(=O)N1C[C@H](CCC1)C(NC=1N=CC2=CC(=NC(=C2C1)NC(C)C)C#N)=O (S)-3-((7-cyano-5-(isopropylamino)-2,6-naphthyridin-3-yl)carbamoyl)piperidine-1-carboxylic acid tert-butyl ester